cyclopentanedione monooxime C1(C(CCC1)=O)=NO